2-(1-(4-amino-3-(4-isopropoxyphenyl)-1H-pyrazolo[3,4-d]pyrimidin-1-yl)ethyl)-3-cyclopentyl-5-fluoroquinazolin-4(3H)-one NC1=C2C(=NC=N1)N(N=C2C2=CC=C(C=C2)OC(C)C)C(C)C2=NC1=CC=CC(=C1C(N2C2CCCC2)=O)F